BrC=1C=C(C=NC1)N1C(CCC1)C(=O)N 1-(5-bromopyridin-3-yl)pyrrolidine-2-carboxamide